FC1=C(C(=CC=C1)OC)C1=NC=CC2=C1CN(C2=O)C2=NC(=CC(=C2)C)N[C@@H]2COC[C@@H]2O 4-(2-fluoro-6-methoxyphenyl)-2-(6-(((3r,4r)-4-hydroxytetrahydrofuran-3-yl)amino)-4-methylpyridin-2-yl)-2,3-dihydro-1H-pyrrolo[3,4-c]pyridin-1-one